N1=CN=C(C=C1)C1=CC=C(C=C1)NC1=CC(=CC=C1)C1=NC2=C(N1)C=C(C=C2)C(F)(F)F N-[4-(pyrimidin-4-yl)phenyl]-3-[6-(trifluoromethyl)-1H-benzo[d]imidazol-2-yl]aniline